N-((R)-1-((2R,3R,4S,5R,6R)-6-(but-3-en-1-ylthio)-3,4,5-trihydroxytetrahydro-2H-pyran-2-yl)but-3-en-1-yl)-2,2,2-trifluoroacetamide C(CC=C)S[C@@H]1[C@@H]([C@H]([C@H]([C@H](O1)[C@@H](CC=C)NC(C(F)(F)F)=O)O)O)O